di-t-butyl (2R,4R)-2-methylpiperidine-1,4-dicarboxylate C[C@H]1N(CC[C@H](C1)C(=O)OC(C)(C)C)C(=O)OC(C)(C)C